FC=1C(=C(C=CC1)[Ti](C1C=CC=C1)C1C=CC=C1)F difluorophenyl-bis(cyclopentadienyl)titanium